IC(C(C(C(C(C(I)(F)F)(F)F)(F)F)(F)F)(F)F)(F)F 1,6-Diiodododecafluorohexane